3-(4-Bromo-6-(bromomethyl)-1-oxoisoindolin-2-yl)piperidine-2,6-dione BrC1=C2CN(C(C2=CC(=C1)CBr)=O)C1C(NC(CC1)=O)=O